(3S,10S)-7-(4-acryloylpiperazin-1-yl)-10-(4-fluoro-1-methyl-1H-indazol-7-yl)-3-(methoxymethyl)-9-(trifluoromethyl)-2,3-dihydro-5H-[1,4]thiazino[2,3,4-ij]quinazolin-5-one C(C=C)(=O)N1CCN(CC1)C1=NC(N2C3=C(C(=C(C=C13)C(F)(F)F)C=1C=CC(=C3C=NN(C13)C)F)SC[C@@H]2COC)=O